O1NC(C2=C1C=CC=C2)=O benzoxazolenon